3-(phenylsulfonyl)-4-(2-(1,3,5,7-tetraoxo-3,5,6,7-tetrahydropyrrolo[3,4-f]isoindol-2(1H)-yl)ethoxy)-1,2,5-oxadiazole 2-oxide C1(=CC=CC=C1)S(=O)(=O)C1=[N+](ON=C1OCCN1C(C2=CC=3C(NC(C3C=C2C1=O)=O)=O)=O)[O-]